4-chloro-2-(piperidin-4-yl)-5-(trifluoromethyl)phenol ClC1=CC(=C(C=C1C(F)(F)F)O)C1CCNCC1